FC1(C(C1)CN1N=CC=2C1=NC(=NC2)NC2=C(C=C1CCN(CC1=C2)C)OC)F N-(1-((2,2-difluorocyclopropyl)methyl)-1H-pyrazolo[3,4-d]pyrimidin-6-yl)-6-methoxy-2-methyl-1,2,3,4-tetrahydroisoquinolin-7-amine